[1,3-Bis(diphenylphosphino)propane] palladium(II) chloride [Pd](Cl)Cl.C1(=CC=CC=C1)P(CCCP(C1=CC=CC=C1)C1=CC=CC=C1)C1=CC=CC=C1